C/C/1=C/2\\[C@@]([C@@H](C(=N2)/C=C\\3/C([C@@H](C(=N3)/C(=C\\4/[C@]([C@H]([C@@H]([N-]4)[C@]5([C@@]([C@@H](C1=N5)CCC(=O)O)(C)CC(=O)N)C)CC(=O)O)(C)CCC(=O)O)/C)CCC(=O)O)(C)C)CCC(=O)O)(C)CC(=O)N.[Co+2] The molecule is a cobyrinic acid a,c diamide. It is a conjugate acid of a cob(II)yrinic acid a,c diamide(4-).